C1(CC1)N1C=NC2=C(C1=O)C(=NC=C2C2=CC=C(C=C2)C(F)(F)F)NC[C@@]2(COCC2)O (S)-3-cyclopropyl-5-(((3-hydroxytetrahydrofuran-3-yl)methyl)amino)-8-(4-(trifluoromethyl)phenyl)pyrido[4,3-d]pyrimidin-4(3H)-one